8-(3-(1-(2,4-dichlorobenzyl)piperidin-3-yl)-5-oxo-4,5-dihydro-1H-1,2,4-triazol-1-yl)quinolin-2(1H)-one ClC1=C(CN2CC(CCC2)C2=NN(C(N2)=O)C=2C=CC=C3C=CC(NC23)=O)C=CC(=C1)Cl